COC1=CC=C(CN2N=C(C3=CC=C(C=C23)N2CC(NCC2)C(=O)O)C(NC)=O)C=C1 4-(1-(4-methoxybenzyl)-3-(methylcarbamoyl)-1H-indazol-6-yl)piperazine-2-carboxylic acid